[N+](=O)([O-])N1CN(CN(C1)[N+](=O)[O-])[N+](=O)[O-] HEXAHYDRO-1,3,5-TRINITRO-1,3,5-TRIAZINE